C(C)C1=C(CNC(=O)C=2C=NN(C2F)C)C=C(C=C1)C N-(2-ethyl-5-methylbenzyl)-5-fluoro-1-methyl-1H-pyrazole-4-carboxamide